BrC(=O)Br monobromo ketone